5-(4-(2-((R)-3-((5-chloro-4-(1H-indol-3-yl)pyrimidin-2-yl)amino)pyrrolidin-1-yl)acetyl)piperazin-1-yl)-2-(2,6-dioxopiperidin-3-yl)isoindoline-1,3-dione ClC=1C(=NC(=NC1)N[C@H]1CN(CC1)CC(=O)N1CCN(CC1)C=1C=C2C(N(C(C2=CC1)=O)C1C(NC(CC1)=O)=O)=O)C1=CNC2=CC=CC=C12